1-(6-((2-(1-(Cyclopropylsulfonyl)-1H-pyrazol-4-yl)pyrimidin-4-yl)amino)-4-(((1s,4s)-4-((2-fluoroethyl)amino)cyclohexyl)amino)pyridin-3-yl)-2,2-difluoroethan-1-one C1(CC1)S(=O)(=O)N1N=CC(=C1)C1=NC=CC(=N1)NC1=CC(=C(C=N1)C(C(F)F)=O)NC1CCC(CC1)NCCF